C(C)(C)(C)OC(=O)N1CC(C1)COC1=C2C=NN(C2=CC(=C1)C1=CC(=C(C=C1)O)F)C1OCCCC1 3-(((6-(3-fluoro-4-hydroxyphenyl)-1-(tetrahydro-2H-pyran-2-yl)-1H-indazol-4-yl)oxy)methyl)azetidine-1-carboxylic acid tert-butyl ester